C1(CC12CCN(CC2)C(=O)OC(C)(C)C)C(=O)OC 6-(tert-butyl) 1-methyl 6-azaspiro[2.5]octane-1,6-dicarboxylate